C(C(=O)C)C(C1=CC=CC=C1)C=1C(OC2=CC=CC=C2C1O)=O 3-(alpha-Acetonylbenzyl)-4-hydroxycoumarin